N-(4-(4-amino-7-cyano-3-(3-fluoro-4-(pyridin-2-yloxy)phenyl)-1-methyl-1H-pyrrolo[3,2-c]pyridin-2-yl)phenyl)acrylamide NC1=NC=C(C2=C1C(=C(N2C)C2=CC=C(C=C2)NC(C=C)=O)C2=CC(=C(C=C2)OC2=NC=CC=C2)F)C#N